ClC=1C=C(C=C(C1C1(CC(=C(C2=CC=CC=C12)NC(C(F)(F)F)=O)\N=N\[H])S(=O)(=O)O)Cl)C1=CC(=C(C(=C1)Cl)C1(CC(=C(C2=CC=CC=C12)NC(C(F)(F)F)=O)\N=N\[H])S(=O)(=O)O)Cl 1,1'-(3,3',5,5'-tetrachloro[1,1'-biphenyl]-4,4'-diyl)bis{4-trifluoroacetylamino-3-[(E)-diazenyl]naphthalene-1-sulfonic acid}